COC=1N=C2C(=CC=NC2=CC1OC)OC1=C(C=C(C=C1)NC(=O)C1=CN(C=C(C1=O)C1=CC=C(C=C1)F)C=1C=NN(C1)C)F N-[4-[(6,7-dimethoxy-1,5-naphthyridin-4-yl)oxy]-3-fluorophenyl]-5-(4-fluorophenyl)-1-(1-methylpyrazol-4-yl)-4-oxopyridine-3-carboxamide